N[C@@H](C(=O)N1CC(C1)(F)F)C (R)-2-amino-1-(3,3-difluoroazetidin-1-yl)propan-1-one